CC=1C=CC=2N(C3=CC=C(C=C3C2C1)C)C1=CC=C(C=C1)C=1C(=C(C(=C(C1N1C2=C(C=3C=CC=CC13)N=CC=C2)N2C1=C(C=3C=CC=CC23)N=CC=C1)C1=NC(=NC(=N1)C1=CC=CC=C1)C1=CC=CC=C1)N1C2=C(C=3C=CC=CC13)N=CC=C2)C#N 4'-(3,6-dimethyl-9H-carbazol-9-yl)-4-(4,6-diphenyl-1,3,5-triazin-2-yl)-3,5,6-tris(5H-pyrido[3,2-b]indol-5-yl)-[1,1'-biphenyl]-2-carbonitrile